Tert-butyl (R)-2-methyl-4-(4-((3-methyl-4-((1-methyl-1H-benzo[d]imidazol-5-yl)methyl)phenyl)amino)pyrido[3,4-d]pyrimidin-6-yl)piperazine-1-carboxylate C[C@H]1N(CCN(C1)C1=CC2=C(N=CN=C2NC2=CC(=C(C=C2)CC2=CC3=C(N(C=N3)C)C=C2)C)C=N1)C(=O)OC(C)(C)C